BrC1=CC(N(C=C1)C(CNC(OC(C)(C)C)=O)C1=CC(=C(C=C1)Cl)Cl)=O Tert-butyl (2-(4-bromo-2-oxopyridin-1(2H)-yl)-2-(3,4-dichlorophenyl)ethyl)carbamate